C(C1=CC=CC=C1)(C1=CC=CC=C1)(C1=CC=CC=C1)N1C=NC(=C1)/C=C/CCCCCC(=O)O (E)-8-(1-tritylimidazol-4-yl)oct-7-enoic Acid